3-hydroxy-4-(trifluoromethyl)benzoic acid OC=1C=C(C(=O)O)C=CC1C(F)(F)F